((tetrahydro-1H-pyrrolizin-7a(5H)-yl)methoxy)pyrido[4,3-d]pyrimidin-4-amine bis(2,2,2-trifluoroacetate) FC(C(=O)O)(F)F.FC(C(=O)O)(F)F.C1CCN2CCCC12COC=1N=C(C2=C(N1)C=CN=C2)N